(E)-3-(4-(((1-(3-Cyano-5-(3-hydroxy-4-methoxyphenyl)-4-(4-nitrophenyl)pyridin-2-yl)piperidin-4-yl)amino)methyl)phenyl)-N-hydroxyacrylamide formate C(=O)O.C(#N)C=1C(=NC=C(C1C1=CC=C(C=C1)[N+](=O)[O-])C1=CC(=C(C=C1)OC)O)N1CCC(CC1)NCC1=CC=C(C=C1)/C=C/C(=O)NO